ClC1=NC(=NC(=C1)N1CCN(CC1)CCO)NC1CCCCC1 (1R,4R)-4-((4-chloro-6-(4-(2-hydroxyethyl)piperazin-1-yl)pyrimidin-2-yl)amino)cyclohexane